OB1OC(C2=C1C=C(C=C2)O)CNC(OC(C)(C)C)=O tert-butyl ((1,6-dihydroxy-1,3-dihydrobenzo[c][1,2]oxaborol-3-yl) methyl)carbamate